(S)-2-((((9H-fluoren-9-yl)methoxy)carbonyl)(methyl)amino)-3-(3-chlorophenyl)propanoic acid C1=CC=CC=2C3=CC=CC=C3C(C12)COC(=O)N([C@H](C(=O)O)CC1=CC(=CC=C1)Cl)C